ClC1=NC=C(C(=C1)NC1CCC(CC1)OC)[N+](=O)[O-] 2-chloro-N-(4-methoxycyclohexyl)-5-nitropyridin-4-amine